3',4''-dihydroxy-2',5'-dimethoxy-[1,1':4',1''-terphenyl]-4-YL METHACRYLATE C(C(=C)C)(=O)OC1=CC=C(C=C1)C1=C(C(=C(C(=C1)OC)C1=CC=C(C=C1)O)O)OC